FC(C(=O)N1CC2=CC=C(C(=C2CC1)F)[N+](=O)[O-])(F)F 2,2,2-trifluoro-1-(5-fluoro-6-nitro-3,4-dihydroisoquinolin-2(1H)-yl)ethan-1-one